3-{[3-(dimethylamino)propyl]amino}dodecan-1-ol CN(CCCNC(CCO)CCCCCCCCC)C